C(C1=CC=CC=C1)NC=1C2=C(N=CN1)NC=C2C(F)(F)F N-BENZYL-5-(TRIFLUOROMETHYL)-7H-PYRROLO[2,3-D]PYRIMIDIN-4-AMINE